(R)-1-(2-(4-((6-((5-fluoro-4-(4-fluoro-1-isopropyl-2-methyl-1H-benzo[d]imidazol-6-yl)pyrimidin-2-yl)amino)pyridin-3-yl)methyl)-2-methylmorpholin-2-yl)ethyl)-3-methylazetidin-3-ol FC=1C(=NC(=NC1)NC1=CC=C(C=N1)CN1C[C@@](OCC1)(C)CCN1CC(C1)(O)C)C=1C=C(C2=C(N(C(=N2)C)C(C)C)C1)F